FC1=CC=C(C=C1)NC(C(C)(C1=NC=2CCCN(C2C=C1)C(=O)C1CCOCC1)C)=O N-(4-Fluorophenyl)-2-methyl-2-[5-(oxan-4-carbonyl)-5,6,7,8-tetrahydro-1,5-naphthyridin-2-yl]propanamid